N[C@@H]1CN(CCC1)C1=CC(=NC=C1C=1C=NN(C1)C(F)F)NC1=CC=C2C(=N1)N(N=C2)CC(F)F (S)-N-(4-(3-Aminopiperidin-1-yl)-5-(1-(difluoromethyl)-1H-pyrazol-4-yl)pyridin-2-yl)-1-(2,2-difluoroethyl)-1H-pyrazolo[3,4-b]pyridin-6-amine